(1R,3R)-3-isothiocyanatocyclobutylbenzoate N(=C=S)C1CC(C1)OC(C1=CC=CC=C1)=O